methyl 4-((diethylamino) methyl)-3-hydroxy-2-methylbenzoate C(C)N(CC)CC1=C(C(=C(C(=O)OC)C=C1)C)O